[Si]([O-])([O-])([O-])[O-].[La+3].[Mg+2].[Al+3].[Si]([O-])([O-])([O-])[O-] aluminum magnesium lanthanum silicate